2-fluoropropanoyl chloride FC(C(=O)Cl)C